C12=CC=C(N1)C=C1C=CC(=N1)C=C1C=CC(N1)=CC=1C=CC(N1)=C2 trans-porphin